OC(C)(C)C=1C=C(SC1)S(=O)(=O)NC(NC1=C2CCCC2=CC=C1C1=C2C(=NC=C1)N(C=C2)C)=O 4-(2-hydroxy-prop-2-yl)-N-((5-(1-methyl-1H-pyrrolo[2,3-b]pyridin-4-yl)-2,3-dihydro-1H-inden-4-yl)carbamoyl)thiophene-2-sulfonamide